O=C(CCC=1N=C(N(C1)C1=CC=CC=C1)C1=C(C(=O)N)C=CC=C1C=1C=NNC1)NN1CCCC1 (4-(3-oxo-3-(pyrrolidin-1-ylamino)propyl)-1-phenyl-1H-imidazol-2-yl)-3-(1H-pyrazol-4-yl)benzamide